C(C)(C)C1=C(C=CC=C1)N1/C(/SCC1=O)=N/N=C/C1=CC=C(C=C1)C1=NN(C=N1)C1=CC=C(C=C1)OC(F)(F)F (2Z)-3-(2-isopropylphenyl)-2-[(E)-[4-[1-[4-(trifluoromethoxy)phenyl]-1,2,4-triazol-3-yl]phenyl]methylenehydrazono]thiazolidin-4-one